7-(((S)-3-methylpiperidin-1-yl)methyl)-1H-pyrrolo[3,2-b]pyridine-5-carboxamide C[C@@H]1CN(CCC1)CC1=C2C(=NC(=C1)C(=O)N)C=CN2